S(=O)(=O)(O)O.NCCCCNC(=N)N 1-amino-4-guanidinobutane sulfate salt